C1(C(=CC(C=C1)=O)C1=C(C=CC=C1)C=1C(C=CC(C1)=O)=O)=O dibenzoquinonylbenzene